IC12CC3(CC(CC(C1)(C3)O)C2)O 3-iodo-1,5-dihydroxyadamantane